methyl 2-(3-fluorophenyl)-5-[1-(benzenesulfonyl)-1H-pyrrolo[2,3-b]pyridin-4-yl]-1-{[2-(trimethylsilyl) ethoxy] methyl}-1H-pyrrole-3-carboxylate FC=1C=C(C=CC1)C=1N(C(=CC1C(=O)OC)C1=C2C(=NC=C1)N(C=C2)S(=O)(=O)C2=CC=CC=C2)COCC[Si](C)(C)C